C(C)OC(=O)C1=NN(C(C1)=O)CC1=C(C=CC=C1)Cl 1-[(2-chlorophenyl)methyl]-5-oxo-4,5-dihydro-1H-pyrazole-3-carboxylic acid ethyl ester